CC1=C(OC=2CC3(C4=CN(N=C4C21)CC2=CC=NC=C2)CCC3)C(=O)O 8'-methyl-2'-[(pyridin-4-yl)methyl]-2',5'-dihydrospiro[cyclobutane-1,4'-furo[2,3-g]indazole]-7'-carboxylic acid